6-(3-amino-2,2'-dichloro-[1,1'-biphenyl]-3-yl)-2-methoxypyridine-3-carbaldehyde NC1(C(C(=CC=C1)C1=C(C=CC=C1)Cl)Cl)C1=CC=C(C(=N1)OC)C=O